tert-butyl 3-(3-chloro-2-methylphenyl)-3-(quinolin-7-ylamino)azetidine-1-carboxylate ClC=1C(=C(C=CC1)C1(CN(C1)C(=O)OC(C)(C)C)NC1=CC=C2C=CC=NC2=C1)C